3-(4-(methoxycarbonyl)phenyl)-1-(3-methoxypropyl)cycloheptane-1-carboxylic acid COC(=O)C1=CC=C(C=C1)C1CC(CCCC1)(C(=O)O)CCCOC